2-methyl-4,4'-diaminobenzanilide CC1=C(C(=O)NC2=CC=C(C=C2)N)C=CC(=C1)N